ClC1=C(C(=NC(=N1)NC1=CC=C(C=C1)S(=O)(=O)NC([2H])([2H])[2H])[2H])C(F)(F)F 4-{[6-chloro-4-deuterio-5-(trifluoromethyl)pyrimidin-2-yl]amino}-N-(trideuteriomethyl)benzenesulfonamide